C(C)(C)(C)OC(CCN1N=C(N=C1)C=1C(=C(C=CC1)NC1=C(N=NC(=C1)Cl)C(=O)O[Zn])OC)=O ((4-((3-(1-(3-(tert-Butyloxy)-3-oxopropyl)-1H-1,2,4-triazol-3-yl)-2-methoxyphenyl)amino)-6-chloropyridazine-3-carbonyl)oxy)zinc